6-chloro-3-(((R)-1-(3,6-dimethyl-2-((1R,5S,6r)-3-(5-methylpyrimidin-2-yl)-3-azabicyclo[3.1.0]hexan-6-yl)-4-oxo-3,4-dihydroquinazolin-8-yl)ethyl)amino)-N-(methylsulfonyl)picolinamide ClC1=CC=C(C(=N1)C(=O)NS(=O)(=O)C)N[C@H](C)C=1C=C(C=C2C(N(C(=NC12)C1[C@H]2CN(C[C@@H]12)C1=NC=C(C=N1)C)C)=O)C